(S)-3-(3-(4-hydroxy-1,6-dimethyl-2-oxo-1,2-dihydropyridin-3-yl)ureido)-3-(2',5,6'-trimethylbiphenyl-3-yl)propanoic acid ethyl ester C(C)OC(C[C@@H](C=1C=C(C=C(C1)C)C1=C(C=CC=C1C)C)NC(=O)NC=1C(N(C(=CC1O)C)C)=O)=O